2-CHLORO-6-FLUOROCINNAMALDEHYDE ClC1=C(C=CC=O)C(=CC=C1)F